BrC1=CN=C2N1C=C(C=C2)C(OCC)=N ethyl 3-bromoimidazo[1,2-a]pyridine-6-carboximidate